2-chloro-N-(5-chloro-6-(1-methyl-1H-tetrazol-5-yl)pyridin-3-yl)-8,8-dimethyl-7,8-dihydro-6H-cyclopenta[e]pyrazolo[1,5-a]pyrimidine-6-carboxamide ClC1=NN2C(N=CC3=C2C(CC3C(=O)NC=3C=NC(=C(C3)Cl)C3=NN=NN3C)(C)C)=C1